C(C)(=O)OCC1OC[C@H](C=C1)N [(5S)-5-amino-5,6-dihydro-2H-pyran-2-yl]methyl acetate